ethyl 2-[[2-(difluoromethoxy) phenyl] imino]acetate FC(OC1=C(C=CC=C1)N=CC(=O)OCC)F